(3S)-6-chloro-5-(2-chloro-6-fluoro-phenyl)-3-methyl-7-(trifluoromethyl)-1,3-dihydropyrido[3,4-e][1,4]diazepin-2-one ClC1=C(N=CC=2NC([C@@H](N=C(C21)C2=C(C=CC=C2F)Cl)C)=O)C(F)(F)F